C(C1=CC=CC=C1)N1C(=NC=2CN([C@@H](CC21)C(=O)OCC2=CC=CC=C2)C(=O)OC(C)(C)C)C2=NNC1=CC(=CC=C21)Br 6-benzyl 5-(tert-butyl) (S)-1-benzyl-2-(6-bromo-1H-indazol-3-yl)-1,4,6,7-tetrahydro-5H-imidazo[4,5-c]pyridine-5,6-dicarboxylate